6-(4-(((4-(2,4-dioxo-3,4-dihydropyrimidin-1(2H)-yl)phenyl)amino)methyl)piperidin-1-yl)pyridazin-3-carboxamide O=C1N(C=CC(N1)=O)C1=CC=C(C=C1)NCC1CCN(CC1)C1=CC=C(N=N1)C(=O)N